BrC1=C(C(=CC(=C1)C(C)(C)C)Br)NC=1C(=CC=CC1)N N1-(2,6-Dibromo-4-(tert-butyl)phenyl)benzene-1,2-diamine